4-chloro-1-isobutyl-5-nitro-1H-imidazole ClC=1N=CN(C1[N+](=O)[O-])CC(C)C